2,3-dimethyl-maleic acid bis(4-pentenyl) ester C(CCC=C)OC(\C(=C(/C(=O)OCCCC=C)\C)\C)=O